8-bromo-dinaphtho[1,2-d:1',2'-d']benzo[1,2-b:5,4-b']difuran BrC1=C2OC3=C(C2=CC2=C1OC1=C2C=2C=CC=CC2C=C1)C1=CC=CC=C1C=C3